4,4,4-trifluoro-2-formyl-butanenitrile FC(CC(C#N)C=O)(F)F